O1C(=CC=C1)CNC1=C2N=CN=C2N=CN1 N-2-furanylmethyl-1H-purine-6-amine